BrC=1C=CC=2N(C1)C=C(N2)NC(=O)C2CC(OC(C2)(C)C)(C)C N-(6-bromoimidazo[1,2-a]pyridin-2-yl)-2,2,6,6-tetramethyloxane-4-carboxamide